N-allyl-2-(4-((5-chloro-3-fluoropyridin-2-yl)oxy)benzoyl)hydrazine-1-carboxamide C(C=C)NC(=O)NNC(C1=CC=C(C=C1)OC1=NC=C(C=C1F)Cl)=O